CS(=O)(=O)O.C(C)(C)C1=CN=C2N1N=C(C=C2NCC2=C(C=CC=C2)OC(F)(F)F)SC2CCNCC2 3-isopropyl-6-(piperidin-4-ylthio)-N-(2-(trifluoromethoxy)benzyl)imidazo[1,2-b]pyridazin-8-amine methanesulfonate